ClC=1C=C(C=C(C1OC1=CN(C(C=C1)=O)CC1CCOCC1)Cl)N1N=C(C(NC1=O)=O)C(=O)OC methyl 2-[3,5-dichloro-4-[[6-oxo-1-((tetrahydropyran-4-yl)methyl)-1,6-dihydropyridin-3-yl]oxy]phenyl]-3,5-dioxo-1,2,4-triazine-6-carboxylate